(1aR,5aR)-2-(4-Cyano-phenyl)-1a,2,5,5a-tetrahydro-1H-2,3-diaza-cyclopropa[a]pentalene-4-carboxylic acid (tetrahydro-pyran-4-ylmethyl)-amide O1CCC(CC1)CNC(=O)C=1C=2C[C@@H]3[C@H](C2N(N1)C1=CC=C(C=C1)C#N)C3